CN(CC(=O)Cl)C 2-(dimethylamino)acetyl chloride